ClC1=C(C=CC=C1Cl)C1=C2C=C(N(C2=CC=C1)C(C)C)C(=O)N[C@H]1CCOC2=CC=CC=C12 4-(2,3-Dichlorophenyl)-N-[(4S)-3,4-dihydro-2H-chromen-4-yl]-1-(propan-2-yl)-1H-indole-2-carboxamide